NC1=C(C=NC=C1)C1=NC(=C(C=C1)NC(=O)C=1C(=NOC1C)C1=CC=CC=C1)OC (4'-amino-6-methoxy-[2,3'-bipyridyl]-5-yl)-5-methyl-3-phenylisoxazole-4-carboxamide